O=C1NC(CCC1N1C(C2=CC=CC(=C2C1=O)SCCOCCOCCOCCOCC(=O)O)=O)=O 14-((2-(2,6-dioxopiperidin-3-yl)-1,3-dioxoisoindolin-4-yl)thio)-3,6,9,12-tetraoxatetradecanoic acid